ClC=1C(=C(NC2=NC=NC3=CC(=C(C=C23)NC(\C=C\COC)=O)C#C[C@@]23CN(C[C@H]3C2)C)C=CC1)F (E)-N-[4-(3-chloro-2-fluoro-anilino)-7-[2-[(1R,5S)-3-methyl-3-azabicyclo[3.1.0]hexan-1-yl]ethynyl]quinazolin-6-yl]-4-methoxy-but-2-enamide